N1C=NC=C1C=C1C(NC2=C1C1=C(N=CS1)C=C2)=O 6,8-dihydro-8-(1H-imidazol-5-ylmethylene)-7H-pyrrolo[2,3-g]benzothiazol-7-one